ClC1=NC=C(C=N1)O 2-Chloro-5-hydroxypyrimidine